C(C=C)OCC=1C=C(C=CC1)B(O)O 3-(ALLYLOXYMETHYL)PHENYLBORONIC ACID